(S)-2-((tert-Butoxycarbonyl)amino)-3,3-dimethylbutyric acid C(C)(C)(C)OC(=O)N[C@H](C(=O)O)C(C)(C)C